C1(=CC=CC=C1)C1(C=CC2=C(O1)C1=CC=CC=C1C(=C2C(=O)OCCOCCOCCO)C2=CC=CC=C2)C2=CC=CC=C2 2,2,6-triphenyl-5-(2-(2-(2-hydroxyethoxy)ethoxy)-ethoxy)carbonyl-[2H]-naphtho[1,2-b]pyran